N1=C(C=CC=C1)C1=CC=C(S1)S(=O)(=O)N1CCN(CC1)C[C@H](C)NC1=NC=NC2=C(C=CC=C12)C(F)(F)F N-[(2S)-1-(4-{[5-(pyridin-2-yl)thiophen-2-yl]sulfonyl}piperazin-1-yl)propan-2-yl]-8-(trifluoromethyl)quinazolin-4-amine